COC(CC(=O)C=1SC=C(C1)C1=CN(C2=CC=CC(=C12)F)C(=O)OC(C)(C)C)=O 3-(4-(4-fluoro-1-Boc-1H-indol-3-yl)thiophen-2-yl)-3-oxopropanoic acid methyl ester